6-difluoromethyl-imidazo[1,2-a]pyridine FC(C=1C=CC=2N(C1)C=CN2)F